C(CCC)C=1C(=C(C=CC1)O)CCCC butyl-(butyl)phenol